2-amino-3-methoxy-5-methyl-benzoic acid NC1=C(C(=O)O)C=C(C=C1OC)C